5-chloro-4-[4-(hydroxymethyl)-1-piperidinyl]-2-(4-methylthiazol-5-yl)-1H-pyrimidin-6-one ClC1=C(N=C(NC1=O)C1=C(N=CS1)C)N1CCC(CC1)CO